C1(=CC=CC=C1)N(C1=C(C(=C(C=2C3=C(C(=CC=C3CC12)C1=CC=CC=C1)C1=CC=CC=C1)C1=CC=CC=2C3=CC=CC=C3NC12)C)C)C1=CC=CC2=CC=CC=C12 (phenyl)(naphthyl)(diphenylcarbazolyldimethylfluorenyl)amine